rac-trans-3,5-dinitrobenzyl-2-aminocyclopropane-1-carboxylate [N+](=O)([O-])C=1C=C(COC(=O)[C@H]2[C@@H](C2)N)C=C(C1)[N+](=O)[O-] |r|